N1(N=CC=C1)C1CCN(CC1)C(=O)C1=CC(=C2C=C(N=CC2=C1)OCC=1SC2=C(N1)C=CC=C2)C(=O)N2CCCCC2 (4-(1H-pyrazol-1-yl)piperidin-1-yl)(3-(benzo[d]thiazol-2-ylmethoxy)-5-(piperidine-1-carbonyl)isoquinolin-7-yl)methanone